1-docosanoyl-2-(13Z-octadecenoyl)-sn-glycero-3-phosphocholine CCCCCCCCCCCCCCCCCCCCCC(=O)OC[C@H](COP(=O)([O-])OCC[N+](C)(C)C)OC(=O)CCCCCCCCCCC/C=C\CCCC